3-((6,6-bis(octyloxy)hexanoyl)oxy)-2-((((3-(diethylamino)propoxy)carbonyl)oxy)methyl)propyl (9Z,12Z)-octadeca-9,12-dienoate C(CCCCCCC\C=C/C\C=C/CCCCC)(=O)OCC(COC(CCCCC(OCCCCCCCC)OCCCCCCCC)=O)COC(=O)OCCCN(CC)CC